S-phenyl thiobenzoate C(C1=CC=CC=C1)(=O)SC1=CC=CC=C1